C(C)(C)(C)OC(NC1=CC2=C(N(C(N2)=O)C)C(=C1)O)=O (7-Hydroxy-1-methyl-2-oxo-2,3-dihydro-1H-benzo[d]imidazol-5-yl)carbamic acid tert-butyl ester